[4-methyl-3-(2-oxoethyl)phenyl]acetic acid CC1=C(C=C(C=C1)CC(=O)O)CC=O